FC1=C(C=C2C(=C(N(C2=C1)C1=CC(=C(C=C1)F)C)C(C)C)CCC(=O)O)O 3-[6-fluoro-1-(4-fluoro-3-methyl-phenyl)-5-hydroxy-2-isopropyl-indol-3-yl]propanoic acid